[Na+].C(=O)C=1C=C(C=CC1O)S(=O)(=O)[O-] 3-formyl-4-hydroxybenzenesulfonate Sodium Salt